(2R,5'S)-N-(2-methoxyethyl)-N,5'-dimethyl-3H-spiro[furo[2,3-c]pyridine-2,3'-pyrrolidin]-5-amine COCCN(C=1C=C2C(=CN1)O[C@]1(CN[C@H](C1)C)C2)C